The molecule is a CDP-diacylglycerol(2-) obtained by deprotonation of the diphosphate OH groups of CDP-1-stearoyl-2-linoleoyl-sn-glycerol; major species at pH 7.3. It has a role as a human metabolite. It is a conjugate base of a CDP-1-stearoyl-2-linoleoyl-sn-glycerol. CCCCCCCCCCCCCCCCCC(=O)OC[C@H](COP(=O)([O-])OP(=O)([O-])OC[C@@H]1[C@H]([C@H]([C@@H](O1)N2C=CC(=NC2=O)N)O)O)OC(=O)CCCCCCC/C=C\\C/C=C\\CCCCC